N,N-diethyl-2-aminoethyl methacrylate C(C(=C)C)(=O)OCCN(CC)CC